1,6-dimethyl-4-[4-(5-methyl-1,3-benzooxazol-2-yl)piperidin-1-yl]-2-oxo-1,2-dihydroquinoline-3-carboxamide CN1C(C(=C(C2=CC(=CC=C12)C)N1CCC(CC1)C=1OC2=C(N1)C=C(C=C2)C)C(=O)N)=O